N1(CCCC1)CCN1N=CC(=C1)C1=NC2=CC=CC=C2C(=C1)C(CCN)N (2-(1-(2-(pyrrolidin-1-yl)ethyl)-1H-pyrazol-4-yl)quinolin-4-yl)propane-1,3-diamine